(2S,3S,5R)-3-hydroxy-5-(5-methyl-2,4-dioxo-3H-pyrimidin-1-yl)oxolane-2-carboxylic acid O[C@@H]1[C@H](O[C@H](C1)N1C(NC(C(=C1)C)=O)=O)C(=O)O